3-(3-(4-(2-acetylaminoethoxy)phenoxy)azetidin-1-yl)-2-(1H-pyrrol-1-yl)benzoic acid C(C)(=O)NCCOC1=CC=C(OC2CN(C2)C=2C(=C(C(=O)O)C=CC2)N2C=CC=C2)C=C1